3-((4-((2-Amino-4-phenylthiazol-5-yl)oxy)pyridin-2-yl)amino)-N,N-dimethylbenzenesulfonamide NC=1SC(=C(N1)C1=CC=CC=C1)OC1=CC(=NC=C1)NC=1C=C(C=CC1)S(=O)(=O)N(C)C